4-isopropyl-6-isobutyl-m-phenylenediamine C(C)(C)C1=C(C=C(C(=C1)CC(C)C)N)N